(S)-(4'-(benzo[d]thiazol-2-yl)spiro[cyclopropane-1,7'-imidazo[4,5-c]pyridin]-5'(1'H,4'H,6'H)-yl)(4-(trifluoromethyl)oxazol-5-yl)methanone S1C(=NC2=C1C=CC=C2)[C@H]2N(CC1(C3=C2N=CN3)CC1)C(=O)C1=C(N=CO1)C(F)(F)F